N'-(4-Ethoxy-1-methylpyrazolo[3,4-d]pyrimidin-6-yl)-1-phenylethane-1,2-diamine C(C)OC1=C2C(=NC(=N1)NCC(N)C1=CC=CC=C1)N(N=C2)C